N-[4-(4-aminoimidazo[4,5-c]quinolin-1-yl)-5-ethoxy-pentyl]dodecanamide NC1=NC=2C=CC=CC2C2=C1N=CN2C(CCCNC(CCCCCCCCCCC)=O)COCC